tungsten tetraphenol C1(=CC=CC=C1)O.C1(=CC=CC=C1)O.C1(=CC=CC=C1)O.C1(=CC=CC=C1)O.[W]